2-(2-dimethylamino-4-pyridinyl)-6-methoxy-N-(4-methylphenyl)-5-(trifluoromethyl)-4-pyrimidinamine CN(C1=NC=CC(=C1)C1=NC(=C(C(=N1)NC1=CC=C(C=C1)C)C(F)(F)F)OC)C